CN(C1=CC=CC=C1)C(=O)OC=1C(=CC(=C(C1)SSC1=C(C=C(C(=C1)OC(=O)N(C1=CC=CC=C1)C)F)Cl)Cl)F bis[5-(N-methyl-N-phenylaminoformyloxy)-2-chloro-4-fluorophenyl] disulfide